C(C(=C)C)(=O)OC(CCCCCCCC)C Decan-9-yl methacrylate